bis-(triflyl)amide S(=O)(=O)(C(F)(F)F)[N-]S(=O)(=O)C(F)(F)F